C(C)(C)(C)OC(N[C@@H]1[C@@H](OCC12CCN(CC2)C2=NC(=C(C(=N2)C#N)C2=C(C(=NC=C2)O)Cl)C)C)=O ((3S,4S)-8-(5-(3-chloro-2-hydroxypyridin-4-yl)-4-cyano-6-methylpyrimidin-2-yl)-3-methyl-2-oxa-8-azaspiro[4.5]decan-4-yl)carbamic acid tert-butyl ester